dianisyl-dimethoxysilane C(C1=CC=C(C=C1)OC)[Si](OC)(OC)CC1=CC=C(C=C1)OC